ClC=1C(=C(C=CC1C1=C(N=C(S1)C=1OC(=NN1)C(C)(C)O)C(=O)N1CCC(CC1)(F)F)S(=O)(=O)N[C@H](C(F)(F)F)C)F (S)-3-chloro-4-(4-(4,4-difluoropiperidine-1-carbonyl)-2-(5-(2-hydroxypropan-2-yl)-1,3,4-oxadiazol-2-yl)thiazol-5-yl)-2-fluoro-N-(1,1,1-trifluoropropan-2-yl)benzenesulfonamide